CC1=CC=2C(C3=CC(=CC(=C3OC2C=C1O)O)C)=O 2,7-dimethyl-3,5-dihydroxyxanthone